tantalum pentapentanol C(CCCC)O.C(CCCC)O.C(CCCC)O.C(CCCC)O.C(CCCC)O.[Ta]